1,5-diallyl-2,4-difluorobenzene C(C=C)C1=C(C=C(C(=C1)CC=C)F)F